ClC=1C(=C(C=CC1)C([2H])([2H])N1C(CC(CC1)(C(=O)O)CC1=NC(=CC=C1F)NC=1SC=CN1)C)F ((3-chloro-2-fluorophenyl)methyl-d2)-4-((3-fluoro-6-(thiazol-2-ylamino)pyridin-2-yl)methyl)-2-methylpiperidine-4-carboxylic acid